4-fluoro-1-(4-(4-fluorophenoxy)pyrimidin-2-yl)-N-(4-methyl-1-azabicyclo[3.2.2]non-4-yl)piperidine-4-carboxamide FC1(CCN(CC1)C1=NC=CC(=N1)OC1=CC=C(C=C1)F)C(=O)NC1(CCN2CCC1CC2)C